N-(4-fluoro-3-(trifluoromethyl)phenyl)-7-(6-(4-methylpiperazin-1-yl)pyridin-3-yl)quinazolin-4-amine FC1=C(C=C(C=C1)NC1=NC=NC2=CC(=CC=C12)C=1C=NC(=CC1)N1CCN(CC1)C)C(F)(F)F